ClC=1C=CC(=C(C1)O)C1=C2C(=C(N=N1)N[C@@H]1C(COCC1)(C)C)C=NC=C2 (S)-5-chloro-2-(4-((3,3-dimethyltetrahydro-2H-pyran-4-yl)amino)pyrido[3,4-d]pyridazin-1-yl)phenol